methyl 4-amino-9-(2-((1R,3S,5R)-3-((6-bromopyridin-2-yl)carbamoyl)-2-azabicyclo[3.1.0]hexan-2-yl)-2-oxoethyl)-8-methoxy-9H-pyrimido[4,5-b]indole-6-carboxylate NC1=NC=NC=2N(C3=C(C=C(C=C3C21)C(=O)OC)OC)CC(=O)N2[C@@H]1C[C@@H]1C[C@H]2C(NC2=NC(=CC=C2)Br)=O